3-aminocyclobutan NC1CCC1